5-((2,6-dichlorobenzyl)oxy)-7-fluoro-2,3-dihydro-1H-inden-1-one ClC1=C(COC=2C=C3CCC(C3=C(C2)F)=O)C(=CC=C1)Cl